(1R,2S)-2-(1-(tert-butoxycarbonyl)-3-iodo-1H-indazol-6-yl)-5'-methoxy-2'-oxospiro[cyclopropane-1,3'-indoline] C(C)(C)(C)OC(=O)N1N=C(C2=CC=C(C=C12)[C@@H]1C[C@@]12C(NC1=CC=C(C=C21)OC)=O)I